1-octadecanoyl-2-(2E,4E-octadecadienoyl)-sn-glycero-3-phosphocholine CCCCCCCCCCCCCCCCCC(=O)OC[C@H](COP(=O)([O-])OCC[N+](C)(C)C)OC(=O)/C=C/C=C/CCCCCCCCCCCCC